4-acetoxytetracyclo[6.2.1.13,6.02,7]Dodec-9-ene C(C)(=O)OC1C2C3C4C=CC(C3C(C1)C2)C4